CC1CN(CCC1)C(=O)C=1C=C2C(=NC1)NC=C2 (3-methylpiperidin-1-yl)(1H-pyrrolo[2,3-b]pyridin-5-yl)methanone